C(C)(C)(C)C1=CC=C(C(=O)NC(NC2=CC=C(C=C2)NS(=O)(=O)CC)=S)C=C1 4-(tert-butyl)-N-((4-(ethylsulfonamido)phenyl)thiocarbamoyl)benzamide